(R)-1-(6-bromo-2-pyridinyl)-1-(4-methoxyphenyl)-1-ethanol BrC1=CC=CC(=N1)[C@](C)(O)C1=CC=C(C=C1)OC